COCOC1=CC=C(C=C1)C(CC(=O)OCC)=O ETHYL 3-(4-(METHOXYMETHOXY)PHENYL)-3-OXOPROPANOATE